2,6-dibromo-9,9,10,10-tetramethyl-9,10-dihydroanthracene BrC1=CC=2C(C3=CC=C(C=C3C(C2C=C1)(C)C)Br)(C)C